ethyl 4-[(tert-butylsulfinylimino) (2-pyridyl) methyl]-1-{[2-(trimethylsilyl)-ethoxy] methyl}-2-pyrrolidinecarboxylate C(C)(C)(C)S(=O)N=C(C1CC(N(C1)COCC[Si](C)(C)C)C(=O)OCC)C1=NC=CC=C1